(7,7-difluorospiro[2.5]octan-5-yl)methanol FC1(CC(CC2(CC2)C1)CO)F